2-(4-bromo-2,5-difluorobenzyl)-1-(oxetan-2-ylmethyl)-1H-benzo[d]imidazole-6-carboxylate BrC1=CC(=C(CC2=NC3=C(N2CC2OCC2)C=C(C=C3)C(=O)[O-])C=C1F)F